3-(3-(but-3-yn-1-yl)-3H-diazirin-3-yl)-N-(5-isobutyl-3,3-dimethyl-4-oxo-2,3,4,5-tetrahydrobenzo[b][1,4]oxazepin-7-yl)propanamide C(CC#C)C1(N=N1)CCC(=O)NC1=CC2=C(OCC(C(N2CC(C)C)=O)(C)C)C=C1